1-(4-bromophenyl)-4-(2,2-dimethoxyethyl)piperazine BrC1=CC=C(C=C1)N1CCN(CC1)CC(OC)OC